o-PHENYLENDIAMINE C1(=C(C=CC=C1)N)N